7-nitro-1-(piperidin-4-yl)-1H-benzo[d]imidazol-2(3H)-one [N+](=O)([O-])C1=CC=CC2=C1N(C(N2)=O)C2CCNCC2